C(C(=C)C)(=O)ON1C(C=2C(C1=O)=CC=CC2)=O N-(methacryloyloxy)-phthalimide